(7-Chloro-4-fluoro-1H-benzo[d]imidazol-2-yl)(4-fluoro-5-methyl-7,8-dihydro-1,6-naphthyridin-6(5H)-yl)methanone ClC1=CC=C(C2=C1NC(=N2)C(=O)N2C(C=1C(=CC=NC1CC2)F)C)F